5-hydroxymethyl-deoxy-uridine triphosphate P(O)(=O)(OP(=O)(O)OP(=O)(O)O)OC[C@@H]1[C@H](C[C@@H](O1)N1C(=O)NC(=O)C(=C1)CO)O